i-decyl-3-mercaptopropionate C(CCCCCCC(C)C)OC(CCS)=O